N-((1,2,4-oxadiazol-3-yl)methyl)-3-(4'-((S,E)-4-hydroxy-3-(2-((S)-1-hydroxyethyl)-1H-imidazol-1-yl)but-1-en-1-yl)-[1,1'-biphenyl]-4-yl)cyclobutane-1-carboxamide O1N=C(N=C1)CNC(=O)C1CC(C1)C1=CC=C(C=C1)C1=CC=C(C=C1)\C=C\[C@@H](CO)N1C(=NC=C1)[C@H](C)O